2,7-bis(4,4,5,5-tetramethyl-1,3,2-dioxaborolan-2-yl)-9,9-bis(2-ethylhexyl)fluorene CC1(OB(OC1(C)C)C1=CC=2C(C3=CC(=CC=C3C2C=C1)B1OC(C(O1)(C)C)(C)C)(CC(CCCC)CC)CC(CCCC)CC)C